CC(CO)(C(=O)O)O The molecule is a dihydroxy monocarboxylic acid. It derives from a propionic acid. It is a conjugate acid of a 2,3-dihydroxy-2-methylpropanoate.